(3RS)-3-{4-[(1R)-1-(piperidin-4-yl)ethoxy]phenyl}piperidine-2,6-dione N1CCC(CC1)[C@@H](C)OC1=CC=C(C=C1)[C@@H]1C(NC(CC1)=O)=O |&1:15|